COC(C1CC2(C1)CCN(CC2)C=2C=CC(=C(C(=O)OC)C2)C=O)OC methyl 5-(2-(dimethoxymethyl)-7-azaspiro[3.5]nonan-7-yl)-2-formylbenzoate